FC1([C@H]2[C@@H]([C@H]2CC1)NC(=O)NCC1=CC(=NC=C1)OC(F)F)F 1-[(1R,5S,6R)-2,2-difluoro-6-bicyclo[3.1.0]hexanyl]-3-[[2-(difluoromethoxy)pyridin-4-yl]methyl]urea